3-[[4-[[(2R,3S,7S)-7-(6-tert-butylfuro[2,3-b]pyrazin-2-yl)-3-isobutyl-azepan-2-yl]methoxy]-6-(2,6-dimethylphenyl)pyrimidin-2-yl]sulfamoyl]benzoic acid C(C)(C)(C)C1=CC=2C(=NC=C(N2)[C@@H]2CCC[C@H]([C@@H](N2)COC2=NC(=NC(=C2)C2=C(C=CC=C2C)C)NS(=O)(=O)C=2C=C(C(=O)O)C=CC2)CC(C)C)O1